6-((4-methyl-2-oxopiperazin-1-yl)methyl)-3,4-dihydro-1,8-naphthyridine-1(2H)-carboxamide CN1CC(N(CC1)CC=1C=C2CCCN(C2=NC1)C(=O)N)=O